(2-((4-Cyanobenzyl)carbamoyl)pyridin-3-yl)methyl (E)-N'-(3-chloro-4-fluorophenyl)carbamimidothioate hydrobromide Br.ClC=1C=C(C=CC1F)\N=C(/N)\SCC=1C(=NC=CC1)C(NCC1=CC=C(C=C1)C#N)=O